C(C)(C)(C)OC(=O)N1C[C@@H](CCC1)NC=1N=NC(=CN1)Br (R)-3-((6-bromo-1,2,4-triazin-3-yl)amino)piperidine-1-carboxylic acid tert-butyl ester